Ethyl (S)-4-((S)-2-((S)-2-(5-chloro-1H-indole-2-carboxamido)-3-(naphthalen-2-yl)propanamido)-3-(2H-tetrazol-5-yl)propanamido)-5-oxo-5-((4-(trifluoromethoxy)phenyl)amino)pentanoate ClC=1C=C2C=C(NC2=CC1)C(=O)N[C@H](C(=O)N[C@H](C(=O)N[C@@H](CCC(=O)OCC)C(NC1=CC=C(C=C1)OC(F)(F)F)=O)CC=1N=NNN1)CC1=CC2=CC=CC=C2C=C1